C1(CC1)C1=C(C=CC=C1)C1N(CCC(C1)N(C)CC1=CC=C(C=C1)OC)C1CC2(C1)CCNCC2 2-(2-cyclopropylphenyl)-N-(4-methoxybenzyl)-N-methyl-1-(7-azaspiro[3.5]nonan-2-yl)piperidin-4-amine